[3-[4-(4-Chloro-2-methylsulfonyl-phenyl)phenyl]azetidin-1-yl]-[(3S)-3-(triazol-2-yl)pyrrolidin-1-yl]methanone ClC1=CC(=C(C=C1)C1=CC=C(C=C1)C1CN(C1)C(=O)N1C[C@H](CC1)N1N=CC=N1)S(=O)(=O)C